2-(3-Aminomethyl-phenyl)-5-trifluoromethyl-2H-pyrazole-3-carboxylic acid {3-[(cyclopropylmethyl-amino)-(6-methoxy-naphthalen-2-yl)-methyl]phenyl}-amide C1(CC1)CNC(C=1C=C(C=CC1)NC(=O)C=1N(N=C(C1)C(F)(F)F)C1=CC(=CC=C1)CN)C1=CC2=CC=C(C=C2C=C1)OC